C(=C)(C)OC(C(C)OC(=C)C)N(C)C 1,2-diisopropenyloxy-N,N-dimethylaminopropane